FC1=CC=C2C(=NNC2=C1C)I 6-fluoro-3-iodo-7-methyl-1H-indazole